methyl 5-bromo-2-iodo-4-methoxybenzoate BrC=1C(=CC(=C(C(=O)OC)C1)I)OC